nonacosan-1-yl margarate C(CCCCCCCCCCCCCCCC)(=O)OCCCCCCCCCCCCCCCCCCCCCCCCCCCCC